C(C)(C)C1=C(C=CC=C1)C1=NC=2N(C(=N1)OC)C=CC2CC2=CC=C(C=C2)C=2N(C=C(N2)C(F)(F)F)C 2-(2-isopropylphenyl)-4-methoxy-8-(4-(1-methyl-4-(trifluoromethyl)-1H-imidazol-2-yl)benzyl)pyrrolo[1,2-a][1,3,5]triazine